ClC=1C(=C2C(=NC1)NC=C2C(=O)C2=NC=C(C=C2Cl)OC2=C(C=CC=C2)F)N[C@H]2CO[C@@H](CC2)CO (5-chloro-4-(((3R,6S)-6-(hydroxymethyl)tetrahydro-2H-pyran-3-yl)amino)-1H-pyrrolo[2,3-b]pyridin-3-yl)(3-chloro-5-(2-fluorophenoxy)pyridin-2-yl)methanone